NC1=NC(=NN2C1=NC=C2CC=2C=C(C(=NC2)N2CCN(CC2)C(CCCN(C)C)=O)C)OCCCC 1-(4-(5-((4-amino-2-butoxyimidazo[2,1-f][1,2,4]triazin-7-yl)methyl)-3-methylpyridin-2-yl)piperazin-1-yl)-4-(dimethylamino)butan-1-one